FC=1C=NC=C(C1C(C)C1=CC=C(C=C1)OC(F)(F)F)N1N=CC=N1 3-fluoro-5-(triazol-2-yl)-4-[1-[4-(trifluoromethoxy)phenyl]ethyl]pyridine